NC1=CC(=C2C(N3C(CCC3CCCC[C@@](C3=NN=C(C1=N2)O3)(C(F)(F)F)O)(C)C)=O)C(F)(F)F (6R)-20-Amino-6-hydroxy-14,14-dimethyl-6,18-bis(trifluoromethyl)-22-oxa-3,4,15,21-tetraazatetracyclo[15.3.1.12,5.011,15]docosa-1(21),2,4,17,19-pentaen-16-one